perfluorohexyl-triethoxysilane FC(C(F)(F)F)(O[Si](OC(C(F)(F)F)(F)F)(OC(C(F)(F)F)(F)F)C(C(C(C(C(C(F)(F)F)(F)F)(F)F)(F)F)(F)F)(F)F)F